ClC1=CC(=CN=N1)C1=CC(=NN1)C1=CC=C(NC)C=C1 4-[5-(6-chloropyridazin-4-yl)-1H-pyrazol-3-yl]-N-methylaniline